FC(CC1=C(C=CC=C1)CCCC(=O)O)(C)C 4-(2-(2-fluoro-2-methylpropyl)phenyl)butanoic acid